7-METHOXY-1-METHYL-9H-BETA-CARBOLINE COC1=CC=C2C=3C=CN=C(C3NC2=C1)C